C(C)OC(=O)C=1C(=NN(C1Br)CCCC(C)=O)Br 3,5-dibromo-1-(4-oxopentyl)pyrazole-4-carboxylic acid ethyl ester